(7S,16R)-9-(2,6-difluorophenyl)-16-fluoro-3,7-dimethyl-13-oxa-18-thia-2,4,5,8-tetraazatetracyclo[8.8.0.02,6.011,17]octadeca-1(10),3,5,8,11(17)-pentaene FC1=C(C(=CC=C1)F)C1=N[C@H](C2=NN=C(N2C=2SC=3[C@@H](CCOCC3C12)F)C)C